C12C(CC(CC1)C2)=O rac-bicyclo[2.2.1]heptan-2-one